[6-(4-fluorobenzoyl)-1H-benzimidazol-2-yl]carbamate FC1=CC=C(C(=O)C=2C=CC3=C(NC(=N3)NC([O-])=O)C2)C=C1